4-chlorobenzyl (4-(2-(4-fluoropiperidin-1-yl)-2-oxoethyl)phenyl)carbamate FC1CCN(CC1)C(CC1=CC=C(C=C1)NC(OCC1=CC=C(C=C1)Cl)=O)=O